8-((4-allyl-2-fluorophenyl)amino)-7-methyl-3,4-dihydro-2,7-naphthyridine-1,6(2H,7H)-dione C(C=C)C1=CC(=C(C=C1)NC=1N(C(C=C2CCNC(C12)=O)=O)C)F